N-(2,6-dioxopiperidin-3-yl)-2-methyl-1H-thieno[2,3-d]imidazole-6-carboxamide O=C1NC(CCC1NC(=O)C1=CSC=2N=C(NC21)C)=O